D-serine methyl ester COC([C@H](N)CO)=O